(±)-4-(4-(3,3-difluorocyclobutyl)-1-((5-methoxy-7-methyl-1H-indol-4-yl)methyl)piperazin-2-yl)benzoic acid FC1(CC(C1)N1C[C@H](N(CC1)CC1=C2C=CNC2=C(C=C1OC)C)C1=CC=C(C(=O)O)C=C1)F |r|